1-(1,1-difluoroethyl)-4-fluoro-1H-pyrazole-3-sulfonamide FC(C)(F)N1N=C(C(=C1)F)S(=O)(=O)N